S1C=CC2=C1C(OCC2)CNC (4,5-dihydro-7H-thieno[2,3-c]pyran-7-yl)-N-methylmethanamine